C(#N)C=1C(=NN2C1NC1=C(CC2)C=C(C=C1)N1CCN(CC1)C(=O)OC(C)(C)C)C1=CC=C(C=C1)C(NC1=NC=CC=C1)=O tert-butyl 4-(3-cyano-2-(4-(pyridin-2-ylcarbamoyl)phenyl)-9,10-dihydro-4H-benzo[d]pyrazolo[1,5-a][1,3]diazepin-7-yl)piperazine-1-carboxylate